1-(4-(6-chloro-2-(2-(dimethylamino)ethylamino)-8-fluoro-7-(3-hydroxynaphthalen-1-yl)quinazolin-4-yl)piperazin-1-yl)prop-2-en-1-one ClC=1C=C2C(=NC(=NC2=C(C1C1=CC(=CC2=CC=CC=C12)O)F)NCCN(C)C)N1CCN(CC1)C(C=C)=O